O1C[C@@H](OC2=NC=CC=C21)C2=CC=C(CN1CC3CC3C1)C=C2 3-[(S)-4-(2,3-dihydro-[1,4]dioxino[2,3-b]pyridin-3-yl)-benzyl]-3-aza-bicyclo[3.1.0]hexane